BrC=1C2=C(C(N(C1)C1=CC=C(C=C1)OC(F)(F)F)=O)N=C(N2C)C 7-bromo-1,2-dimethyl-5-(4-(trifluoromethoxy)phenyl)-1H-imidazo[4,5-c]Pyridin-4(5H)-one